isopentacosane CCCCCCCCCCCCCCCCCCCCCCC(C)C